OC(CCN1N=CC(=C1)N\C(\C)=C\1/C(NC2=CN=C(C=C21)C=2C=NC=CC2C)=O)(C)C (Z)-3-(1-((1-(3-Hydroxy-3-methylbutyl)-1H-pyrazol-4-yl)amino)ethylidene)-5-(4-methylpyridin-3-yl)-1H-pyrrolo[2,3-c]pyridin-2(3H)-one